(1R,2S,5S)-3-((Cyclopropanecarbonyl)-L-valyl)-N-(1-cyclopropyl-4-(cyclopropylamino)-3,4-dioxobutan-2-yl)-6,6-dimethyl-3-azabicyclo[3.1.0]hexane-2-carboxamide C1(CC1)C(=O)N[C@@H](C(C)C)C(=O)N1[C@@H]([C@H]2C([C@H]2C1)(C)C)C(=O)NC(CC1CC1)C(C(=O)NC1CC1)=O